C(C)(C)(C)C=1C=C(C=C(C1OC)C(C)(C)C)P(C1=C(C2=C(OCO2)C=C1)C1=C(C=CC=2OCOC21)P(C2=CC(=C(C(=C2)C(C)(C)C)OC)C(C)(C)C)C2=CC(=C(C(=C2)C(C)(C)C)OC)C(C)(C)C)C2=CC(=C(C(=C2)C(C)(C)C)OC)C(C)(C)C 5,5'-bis(bis(3,5-di-tert-butyl-4-methoxyphenyl)phosphino)-4,4'-bibenzo[d][1,3]dioxole